1-(2-amino-4-fluoro-5-methylphenyl)-2-chloroethanone NC1=C(C=C(C(=C1)F)C)C(CCl)=O